CC(C(C=O)N1CCC(CC1)(C(=O)NC)F)C 3-methyl-1-oxobutan-2-yl-4-fluoro-N-methylpiperidine-4-carboxamide